1-(2,5-DIMETHOXYPHENYL)-1-TOSYLMETHYL ISOCYANIDE COC1=C(C=C(C=C1)OC)C(S(=O)(=O)C1=CC=C(C)C=C1)[N+]#[C-]